(Z)-4-(5-((2,4-dioxothiazolidin-5-ylidene)methyl)furan-2-yl)benzenesulfonamide O=C1S\C(\C(N1)=O)=C/C1=CC=C(O1)C1=CC=C(C=C1)S(=O)(=O)N